N12C[C@@H](C(CC1)CC2)CC(=O)O 2-((R)-quinuclidin-3-yl)acetic acid